(1H-Benzo[d]imidazol-6-yl)-5-phenyl-4-(4-propoxyphenyl)oxazolidin-2-on N1C=NC2=C1C=C(C=C2)N2C(OC(C2C2=CC=C(C=C2)OCCC)C2=CC=CC=C2)=O